6-(2,4-dimethoxypyrimidin-5-yl)-8-[(1S,2S)-2-(3-fluoro-4-pyridyl)cyclopropyl]imidazo[1,2-b]pyridazine COC1=NC=C(C(=N1)OC)C=1C=C(C=2N(N1)C=CN2)[C@@H]2[C@H](C2)C2=C(C=NC=C2)F